Tert-butyl 4-[(3aR,4R,6R,6aS)-6-{4-chloro-5-iodopyrrolo[2,3-d]pyrimidin-7-yl}-2,2-dimethyl-tetrahydro-3aH-cyclopenta[d][1,3]dioxol-4-yl]-3-methylpiperidine-1-carboxylate ClC=1C2=C(N=CN1)N(C=C2I)[C@@H]2C[C@@H]([C@@H]1[C@H]2OC(O1)(C)C)C1C(CN(CC1)C(=O)OC(C)(C)C)C